tert-butyl (1-(6-chloro-4-((thiophen-2-ylmethyl)amino)pyrido[3,4-d]pyrimidin-2-yl)pyrrolidin-3-yl)(methyl)carbamate ClC1=CC2=C(N=C(N=C2NCC=2SC=CC2)N2CC(CC2)N(C(OC(C)(C)C)=O)C)C=N1